C1(CC1)NC(C1=CC(=C(C=C1)NC1=CC=C(C=C1)C(F)(F)F)C=1N=CN(C1)C)=O N-cyclopropyl-3-(1-methylimidazol-4-yl)-4-[4-(trifluoromethyl)anilino]benzamide